C(C)(C)(C)OC(=O)N1C[C@@H]2COC3=C(C(N2CC1)=O)C(=NC(=C3Cl)C3=CC=CC=C3)N3C(CC(C3)O)(C)C (6aR)-4-chloro-3-(phenyl)-1-(4-hydroxy-2,2-dimethylpyrrolidin-1-yl)-12-oxo-6a,7,9,10-tetrahydro-6H-pyrazino[2,1-c]Pyrido[3,4-f][1,4]Oxazepine-8(12H)-carboxylic acid tert-butyl ester